(R)-4-((3-(2-((4-(acetylglycyl)piperazin-1-yl)methyl)acrylamido)piperidin-1-yl)methyl)-N-(4-(4-morpholino-7H-pyrrolo[2,3-d]pyrimidin-6-yl)phenyl)picolinamide C(C)(=O)NCC(=O)N1CCN(CC1)CC(C(=O)N[C@H]1CN(CCC1)CC1=CC(=NC=C1)C(=O)NC1=CC=C(C=C1)C1=CC2=C(N=CN=C2N2CCOCC2)N1)=C